2-butyl-6-hydroxy-4-{[(3R,4R,5S,6S)-4,5,6-trihydroxy-3-(hydroxymethyl)oxan-2-yl]oxy}benzoic acid C(CCC)C1=C(C(=O)O)C(=CC(=C1)OC1O[C@@H]([C@H]([C@@H]([C@H]1CO)O)O)O)O